BrC(C)C1=NC=C(C(=C1)OCC)F 2-(1-bromoethyl)-4-ethoxy-5-fluoropyridine